6-[4-[(2S)-2-[(tert-butoxycarbonyl)amino]-4-carbamoylbutoxy]phenyl]hexanoic acid C(C)(C)(C)OC(=O)N[C@H](COC1=CC=C(C=C1)CCCCCC(=O)O)CCC(N)=O